COC(=O)C1(COCC1)CC#N 3-(cyanomethyl)tetrahydrofuran-3-carboxylic acid methyl ester